C(CCCCCCC)OC(CCC(=O)OCC(COC(CCC(OCCCCCCCC)OCCCCCCCC)=O)CO)OCCCCCCCC 2-(hydroxymethyl)propane-1,3-diyl bis(4,4-bis(octyloxy)butanoate)